FC1=CC=C(C=C1)C1(CC1)C=1C(=C(C(=O)N)C=CC1)C (1-(4-fluorophenyl)cyclopropyl)-2-methyl-benzamide